fluoromethyl-phenyl-(2,3,4,5-tetramethylphenyl)sulfonium tetrafluoroborate F[B-](F)(F)F.FC[S+](C1=C(C(=C(C(=C1)C)C)C)C)C1=CC=CC=C1